CS(=O)(=O)C=1C=CC=C(C1)O 5-methyl-sulfonyl-phenol